14-fluoro-17-(3-hydroxypropyl)-9,16-dimethyl-10-oxa-2,12,18,20-tetrazapentacyclo[9.7.1.14,7.02,8.015,19]icosa-1(18),11,13,15(19),16-pentaene-20-carboxylate FC1=CN=C2OC(C3C4CCC(CN3C3=NC(=C(C1=C32)C)CCCO)N4C(=O)[O-])C